6-((2,2-difluorobenzo[d][1,3]dioxol-5-yl)sulfonyl)-2-((6-methoxypyridin-3-yl)methyl)phthalazin-1(2H)-one FC1(OC2=C(O1)C=CC(=C2)S(=O)(=O)C=2C=C1C=NN(C(C1=CC2)=O)CC=2C=NC(=CC2)OC)F